CNC(OCCOC(NC)=O)=O ethane-1,2-diyl bis(methylcarbamate)